beta-ureidoalanine N(C(=O)N)C[C@H](N)C(=O)O